O1C(=CC=C1)C1=NN2C(N=C(N=C2N)N2C[C@@H](CCC2)CN2CCN(CC2)C2=CC=C(C=C2)OCCOC)=N1 (S)-2-(furan-2-yl)-5-(3-((4-(4-(2-methoxyethoxy)phenyl)piperazin-1-yl)methyl)piperidine-1-yl)-[1,2,4]triazolo[1,5-a][1,3,5]triazine-7-amine